Ethyl (1S,2R,3aS,10aR)-5-fluoro-2-hydroxy-1-({[(2-methyl-2-propanyl)(diphenyl)silyl]oxy}methyl)-2,3,3a,9,10,10a-hexahydro-1H-benzo[b]cyclopenta[f]oxepin-6-carboxylate FC1=C(C=CC2=C1O[C@@H]1[C@H](CC2)[C@H]([C@@H](C1)O)CO[Si](C1=CC=CC=C1)(C1=CC=CC=C1)C(C)(C)C)C(=O)OCC